6-bromo-3-((benzenesulfonyl)methyl)benzopyran-4-one BrC=1C=CC2=C(C(C(=CO2)CS(=O)(=O)C2=CC=CC=C2)=O)C1